cesium methyl-anthracenesulfonic acid CC1=C(C2=CC3=CC=CC=C3C=C2C=C1)S(=O)(=O)O.[Cs]